tert-butyl 4-(hex-5-yn-1-yl)piperazine-1-carboxylate C(CCCC#C)N1CCN(CC1)C(=O)OC(C)(C)C